C(CCCC)OC(CCCCCCC/C=C/CCO)OCCCCC (3E)-12,12-dipentyloxy-3-dodecen-1-ol